2-{3-[(4-methanesulfonyl-2-methoxyphenyl)amino]prop-1-yn-1-yl}-N-[(1R,4R)-4-(4-methoxypiperidin-1-yl)cyclohexyl]-1-(2,2,2-trifluoroethyl)-1H-indol-4-amine CS(=O)(=O)C1=CC(=C(C=C1)NCC#CC=1N(C=2C=CC=C(C2C1)NC1CCC(CC1)N1CCC(CC1)OC)CC(F)(F)F)OC